2-(1-bicyclo[1.1.1]pentanyl)-8-bromo-6-chloro-3-methyl-pyrido[3,4-d]pyrimidin-4-one C12(CC(C1)C2)C=2N(C(C1=C(N2)C(=NC(=C1)Cl)Br)=O)C